N[C@@H](C[C@H]1C(NCC1)=O)C(COC1=C(C=CC=C1)F)=O (s)-3-((s)-2-amino-4-(2-fluorophenoxy)-3-oxobutyl)pyrrolidin-2-one